1-(3-Ethyl-1H-pyrazol-5-yl)-3-(6-(4-isopropyl-4H-1,2,4-triazol-3-yl)pyridin-2-yl)urea C(C)C1=NNC(=C1)NC(=O)NC1=NC(=CC=C1)C1=NN=CN1C(C)C